tert-butyl (R)-(1-((5-bromo-2-chloropyridin-3-yl)oxy)propan-2-yl)carbamate BrC=1C=C(C(=NC1)Cl)OC[C@@H](C)NC(OC(C)(C)C)=O